OCCCC[N+]1(CCCCC1)CCC (4-hydroxybutyl)-1-propylpiperidin-1-ium